1-hexyl-4-ethyloctyl Isostearate C(CCCCCCCCCCCCCCC(C)C)(=O)OC(CCC(CCCC)CC)CCCCCC